N-(5-(3-(4-azaspiro[2.4]heptan-4-yl)propanamido)-2-methylpyridin-3-yl)-7-(1-methyl-1H-pyrazol-4-yl)-[1,2,4]triazolo[4,3-a]pyridine-3-carboxamide C1CC12N(CCC2)CCC(=O)NC=2C=C(C(=NC2)C)NC(=O)C2=NN=C1N2C=CC(=C1)C=1C=NN(C1)C